ClC1=C(C=CC(=C1)F)C1=CC=2NC(N(C(C2S1)=O)C1=CN=CC2=CC=C(C=C12)F)=O 6-(2-chloro-4-fluorophenyl)-3-(6-fluoroisoquinolin-4-yl)thieno[3,2-d]pyrimidine-2,4(1H,3H)-dione